2-(2-chlorophenyl)-4-(2-fluoro-4-methoxyphenyl)-5-(pyridin-3-ylmethyl)-1H-pyrazolo[4,3-c]pyridine-3,6(2h,5h)-dione ClC1=C(C=CC=C1)N1NC=2C(=C(N(C(C2)=O)CC=2C=NC=CC2)C2=C(C=C(C=C2)OC)F)C1=O